CN(CCNC=1C=CC(=C(C(=O)N[C@H](C)C2=CC=CC3=CC=CC=C23)C1)C)C (R)-5-((2-(dimethylamino)ethyl)amino)-2-methyl-N-(1-(naphthalen-1-yl)ethyl)benzamide